BrC1=C(OC(C(=O)O)(C)C)C(=CC(=C1)CN1C(N(CC1=O)C1=CC=C(C=C1)C(F)(F)F)=O)Br 2-(2,6-Dibromo-4-((2,5-dioxo-3-(4-(trifluoromethyl)phenyl)-imidazolidin-1-yl)methyl)phenoxy)-2-methylpropionic acid